1,10-bis-(2',5'-diaminophenyl)-1,4,7,10-tetraoxadecane NC1=C(C=C(C=C1)N)OCCOCCOCCOC1=C(C=CC(=C1)N)N